CN(CC(=O)N1CCN(CC1)C(=O)C1=C(C=C(C=C1)NC(=O)C=1N(C(=CN1)C1=CC=C(C=C1)C=1C=NN(C1C)CCOC)C)C)C N-[4-[4-[2-(dimethylamino)acetyl]piperazine-1-carbonyl]-3-methyl-phenyl]-5-[4-[1-(2-methoxyethyl)-5-methyl-pyrazol-4-yl]phenyl]-1-methyl-imidazole-2-carboxamide